2-(5,6-dimethyl-3-oxo-2,3-dihydro-1H-inden-1-yl)malononitrile CC=1C=C2C(CC(C2=CC1C)C(C#N)C#N)=O